4-{[6-(5-Chloro-2-Fluorophenyl)Pyridazin-4-yl]Amino}-N-[2-(4-Methylpiperazin-1-yl)Ethyl]Quinolin-7-Carboxamid ClC=1C=CC(=C(C1)C1=CC(=CN=N1)NC1=CC=NC2=CC(=CC=C12)C(=O)NCCN1CCN(CC1)C)F